methyl 5-chloro-4-(5-(hydroxymethyl)-1-(2-methoxyethyl)-3-methyl-1H-pyrazol-4-yl)-1-(3-((3-((4-methoxybenzyl)thio)naphthalen-1-yl)oxy)propyl)-3-methyl-1H-indole-2-carboxylate ClC=1C(=C2C(=C(N(C2=CC1)CCCOC1=CC(=CC2=CC=CC=C12)SCC1=CC=C(C=C1)OC)C(=O)OC)C)C=1C(=NN(C1CO)CCOC)C